C(C)(C)(C)N1CCC2(CC1)OC1=CC(=C(C=C1C(C2)(F)F)C(=O)O)C(=O)O 1'-(tert-butyl)-4,4-difluorospiro[chroman-2,4'-piperidine]-6,7-dicarboxylic Acid